N-(6-(3-aminophenyl)-4-((4-methyl-1,4-diazepan-1-yl)methyl)pyridin-2-yl)-5-methylthiazol-2-amine NC=1C=C(C=CC1)C1=CC(=CC(=N1)NC=1SC(=CN1)C)CN1CCN(CCC1)C